8-chloro-1,3-dimethylxanthine ClC1=NC=2N(C(N(C(C2N1)=O)C)=O)C